lithium tert-butoxide calcium [Ca+2].CC(C)(C)[O-].[Li+].CC(C)(C)[O-].CC(C)(C)[O-]